C(CCCCC(=O)O[SeH])(=O)O[SeH] diselenyl adipate